(E)-1-[4-(Dimethylamino)phenyl]-3-[4-(2-hydroxyethoxy)phenyl]prop-2-en-1-one CN(C1=CC=C(C=C1)C(\C=C\C1=CC=C(C=C1)OCCO)=O)C